CSC1=CC(=C(C(=C1)CO)O)C 4-(methylthio)-6-(hydroxymethyl)-2-methylphenol